BrC1=C(C=C2C(=NC(NC2=C1O)=O)N1C[C@H](N(C[C@@H]1C)C(=O)OC(C)(C)C)C)Cl (2R,5S)-tert-butyl 4-(7-bromo-6-chloro-8-hydroxy-2-oxo-1,2-dihydroquinazolin-4-yl)-2,5-dimethylpiperazine-1-carboxylate